COC=1C(=NC(=NC1)C=1C=NC=NC1OC)NC 5,6'-dimethoxy-N-methyl-[2,5'-bipyrimidin]-4-amine